SC1=CC=C(C=C1)N1C(=NC2=CC=C(C=C2C1=O)OC)C 3-(4-mercaptophenyl)-6-methoxy-2-methylquinazolin-4(3H)-one